C(CCCCCC=C)[Si](Cl)(Cl)CCCCCCC=C bis(7-octenyl)dichlorosilane